(4-pyridyl)pyrano[4,3-c]pyridin-1-one N1=CC=C(C=C1)C1=CC=2C=NC=CC2C(O1)=O